1-[4-(1,3-benzothiazol-2-yloxy)phenyl]ethanone S1C(=NC2=C1C=CC=C2)OC2=CC=C(C=C2)C(C)=O